FC(C1=CC=C(C=N1)NC(=O)C1=NC(=NC(=C1)OC)N1C=NC=C1)F N-(6-(difluoromethyl)pyridin-3-yl)-2-(1H-imidazol-1-yl)-6-methoxypyrimidine-4-carboxamide